CN(C)CC1=C(C=CC(=N1)NN1C(C2=CC=CC(=C2C1)C1=CN=C2N1C=CC(=C2)F)=O)C2(CC2)OC ((6-((dimethylamino)methyl)-5-(1-methoxycyclopropyl)pyridin-2-yl)amino)-4-(7-fluoroimidazo[1,2-a]pyridin-3-yl)isoindolin-1-one